FC=1C=CC(=C(CC2N(CCC(C2)N)C)C1)OCC1=CC=C(C=C1)C(F)(F)F (5-fluoro-2-((4-(trifluoromethyl)benzyl)oxy)benzyl)-1-methylpiperidin-4-amine